N-hydroxy-7-(4-(6-methoxybenzo[d]thiazol-2-yl)phenoxy)heptanamide ONC(CCCCCCOC1=CC=C(C=C1)C=1SC2=C(N1)C=CC(=C2)OC)=O